ethanedisulfonic acid bis(trimethylsilyl) ester C[Si](C)(C)OS(=O)(=O)CCS(=O)(=O)O[Si](C)(C)C